C(CCC(=O)O)(=O)O.FC1=C(C(=O)NC2=NC(=CC=C2)C(=O)C2CCN(CC2)C)C(=CC(=C1)F)F.FC1=C(C(=O)NC2=NC(=CC=C2)C(=O)C2CCN(CC2)C)C(=CC(=C1)F)F 2,4,6-tri-fluoro-N-[6-(1-methylpiperidine-4-carbonyl)-2-pyridyl]benzamide hemisuccinate